FC(C(=O)[O-])(F)F.[In+3].FC(C(=O)[O-])(F)F.FC(C(=O)[O-])(F)F indium trifluoroacetate